1-(1-naphthyl)ethylamine C1(=CC=CC2=CC=CC=C12)C(C)N